C[C@H]1CC[C@@H](N(C1)C(=O)OC(C)(C)C)C1=CC(=CC=C1)OC[C@@H]1CNCC1 tert-Butyl (2R,5S)-5-methyl-2-[3-[[(3S)-pyrrolidin-3-yl]methoxy]phenyl]piperidine-1-carboxylate